5-chloro-1,6-dimethylbenzotriazole ClC1=CC2=C(N(N=N2)C)C=C1C